Ethyl (Z)-5-(4-(3-bromopropoxy)-3-hydroxybenzylidene)-4-oxo-2-(phenylamino)-4,5-dihydrothiophene-3-carboxylate BrCCCOC1=C(C=C(\C=C/2\C(C(=C(S2)NC2=CC=CC=C2)C(=O)OCC)=O)C=C1)O